C(CC)(=S)SC1=NC=CC=C1 pyridyl dithiopropionate